4-(2-cyclohexylideneethylidene)octahydro-1H-indene C1(CCCCC1)=CC=C1C2CCCC2CCC1